(R)-1-(4-((5-(1-(2,2-difluoroethyl)-1H-benzo[d]imidazol-6-yl)-6-fluoro-4-methoxypyrrolo[2,1-f][1,2,4]triazin-2-yl)amino)-3,3-difluoropiperidin-1-yl)ethan-1-one-2,2,2-d3 FC(CN1C=NC2=C1C=C(C=C2)C=2C(=CN1N=C(N=C(C12)OC)N[C@H]1C(CN(CC1)C(C([2H])([2H])[2H])=O)(F)F)F)F